FC(CO)(OC=1C=NC(=CC1)C=C)F 2,2-difluoro-2-((6-vinylpyridin-3-yl)oxy)ethan-1-ol